5-chloro-N-(2-fluoro-3-(2-(methylamino)-7-oxo-7,8-dihydropyrido[2,3-d]pyrimidin-6-yl)phenyl)-2-methoxypyridine-3-sulfonamide ClC=1C=C(C(=NC1)OC)S(=O)(=O)NC1=C(C(=CC=C1)C1=CC2=C(N=C(N=C2)NC)NC1=O)F